C(CCCCCCCC\C=C/CCCCCC)C1=CC(=CC(=C1)OC)OC (Z)-1-(10-heptadecenyl)-3,5-dimethoxybenzene